1-(1-Hexyn-1-yl)-2-methoxybenzene C(#CCCCC)C1=C(C=CC=C1)OC